CC[C@H]([C@H](CCCCC)O)O (3R,4S)-nonane-3,4-diol